FC=1C=C(C=CC1C)C1=CC=2N=CN=C(C2N1)N1C[C@H](CCC1)C(=O)NCC1=CC=C(C=C1)SC (S)-1-(6-(3-fluoro-4-methylphenyl)-5H-pyrrolo[3,2-d]pyrimidin-4-yl)-N-(4-(methylthio)benzyl)piperidine-3-carboxamide